C(N)(=N)NC(OC(C)(C)C)=O tert-butyl N-carbamimidoylcarbamate